[Cl-].[NH+]1=CC=CC=C1.CC(C(=NO)C)=NO.CC(C(=NO)C)=NO.[Co] cobalt bis-dimethylglyoxime pyridinium chloride